(R or S)-2-(((1-(3,3-difluorocyclobutyl)-4,5,6,7-tetrahydro-1H-benzo[d][1,2,3]triazol-5-yl)amino)methyl)-7-methoxy-[1,2,4]triazolo[1,5-c]quinazolin-5-amine FC1(CC(C1)N1N=NC2=C1CC[C@H](C2)NCC2=NN1C(=NC=3C(=CC=CC3C1=N2)OC)N)F |o1:12|